7-(2-((tert-butyldiphenylsilyl)oxy)-6-fluorophenyl)-6-fluoro-1-(2-isopropyl-4-methylpyridin-3-yl)-4-(4-(2,2,2-trifluoroacetyl)piperidin-1-yl)pyrido[2,3-d]pyrimidin-2(1H)-one [Si](C1=CC=CC=C1)(C1=CC=CC=C1)(C(C)(C)C)OC1=C(C(=CC=C1)F)C=1C(=CC2=C(N(C(N=C2N2CCC(CC2)C(C(F)(F)F)=O)=O)C=2C(=NC=CC2C)C(C)C)N1)F